6-methyl-4-[3-(6-methyl-3-pyridyl)-7,8-dihydro-5H-1,6-naphthyridin-6-yl]thieno[2,3-d]pyrimidine CC1=CC2=C(N=CN=C2N2CC=3C=C(C=NC3CC2)C=2C=NC(=CC2)C)S1